C1(=CC=CC=C1)C=1C(=C2C(=CC1)N=C1C=CC3=C4C=CC=CC4=NC3=C12)C1=NC=CC(=C1C1=CC=CC=C1)C1=CC=CC=C1 Phenyl(diphenylpyridinyl)indolocarbazole